C(CCCCCCCCCCC)(=O)N(C)CC(=O)O.F[C@@H]1C[C@H](N(C1)C(CC1=CN=CO1)=O)C(=O)N[C@H](C1=CC=C(C=C1)C(C)C)C1=CC=CC=C1 (2S,4R)-4-fluoro-1-[2-(1,3-oxazol-5-yl)acetyl]-N-[(S)-phenyl[4-(propan-2-yl)phenyl]methyl]pyrrolidine-2-carboxamide dodecanoyl-sarcosinate